((1S,2R)-2-(((2-bromo-5-(trifluoromethyl)pyrazolo[1,5-a]pyrimidin-7-yl)amino)methyl)-2-phenylcyclopropyl)methanol BrC1=NN2C(N=C(C=C2NC[C@]2([C@H](C2)CO)C2=CC=CC=C2)C(F)(F)F)=C1